4,4,4-trifluoro-3,3-bis(trifluoromethyl)-1-butene FC(C(C=C)(C(F)(F)F)C(F)(F)F)(F)F